N[C@@H](C(C)C)C(=O)N[C@@H](CC(N)=O)C(=O)N[C@@H]([C@@H](C)CC)C(=O)N[C@@H](CCC(N)=O)C(=O)N[C@@H](CCCCN)C(=O)N[C@@H](CCC(O)=O)C(=O)N[C@@H]([C@@H](C)CC)C(=O)O L-valyl-L-asparaginyl-L-isoleucyl-L-glutaminyl-L-lysyl-L-α-glutamyl-L-isoleucine